[C@H]12[C@@H](C[C@H](CC1)C2)NC2=NC(=NC(=N2)NC2=CC=NC=C2)C2=CC=CC=C2 N2-((1S,2R,4R)-bicyclo[2.2.1]heptan-2-yl)-6-phenyl-N4-(pyridin-4-yl)-1,3,5-triazine-2,4-diamine